C1(CCCC1)C1=NN=C(S1)NC([C@H](C1=CC=C(C=C1)C=1N=NN(N1)C)[C@@H]1CC(CC1)(F)F)=O (S)-N-(5-Cyclopentyl-1,3,4-thiadiazol-2-yl)-2-((S)-3,3-difluorocyclopentyl)-2-(4-(2-methyl-2H-tetrazol-5-yl)phenyl)acetamide